(2S,3S,4R,5R)-5-(2-(5-fluoropyridin-3-yl)-6-(((4-methylpyridin-2-yl)methyl)amino)-9H-purin-9-yl)-3,4-dihydroxyl-N-vinyltetrahydrofuran-2-formamide FC=1C=C(C=NC1)C1=NC(=C2N=CN(C2=N1)[C@H]1[C@@H]([C@@H]([C@H](O1)C(=O)NC=C)O)O)NCC1=NC=CC(=C1)C